monomethyl glutaconate C(C=CCC(=O)[O-])(=O)OC